N-ethyl-2,2,2-trifluoroacetamide C(C)NC(C(F)(F)F)=O